ClC1=C(C=CC=2C(=C3N(C12)CCN(C3)C(CC3N(CCOC3)C)=O)C=3C=NNC3)Cl 1-[6,7-Dichloro-10-(1H-pyrazol-4-yl)-3,4-dihydro-1H-pyrazino[1,2-a]indol-2-yl]-2-(4-methylmorpholin-3-yl)ethanone